(2S)-3-Cyclobutoxy-2-(9H-fluoren-9-ylmethoxycarbonyl-amino)propionic acid C1(CCC1)OC[C@@H](C(=O)O)NC(=O)OCC1C2=CC=CC=C2C=2C=CC=CC12